2-(4-((5-fluoro-4-(methyl(4-(trifluoromethyl)benzyl)amino)-7H-pyrrolo[2,3-d]pyrimidin-7-yl)methyl)-3-hydroxypiperidin-1-yl)acetamide FC1=CN(C=2N=CN=C(C21)N(CC2=CC=C(C=C2)C(F)(F)F)C)CC2C(CN(CC2)CC(=O)N)O